t-Butylalcohol C(C)(C)(C)O